(3-{[2-(4-Bromophenyl)imidazo[1,2-a]pyridin-3-yl]methyl}-3,8-diazabicyclo[3.2.1]oct-8-yl)(6-methoxypyridin-2-yl)methanone BrC1=CC=C(C=C1)C=1N=C2N(C=CC=C2)C1CN1CC2CCC(C1)N2C(=O)C2=NC(=CC=C2)OC